6-(3,5-difluoroanilino)-3-methoxy-N-(3-methyltetrahydrofuran-3-yl)pyridine-2-carboxamide FC=1C=C(NC2=CC=C(C(=N2)C(=O)NC2(COCC2)C)OC)C=C(C1)F